C(#N)C(C(=O)OC(C)C)=C α-isopropyl cyanoacrylate